FC(C(CC1=NOC(=C1)N)(C)C)(F)F 3-(3,3,3-Trifluoro-2,2-dimethylpropyl)isoxazol-5-amine